FC=1C=CC(=C(COC2=C(SC=C2)C(=O)NC=2C=NC=CC2)C1)C 3-(5-fluoro-2-methylbenzyloxy)-N-(pyridin-3-yl)thiophene-2-carboxamide